OC(C)(C)C=1C=C(SC1)[S@@](=O)(N)=NC(NC1=C2C(=CC=3CCCC13)CC2)=O |o1:9| (R) or (S)-4-(2-hydroxypropan-2-yl)-N'-((2,4,5,6-tetrahydro-1H-cyclobuta[f]inden-3-yl)carbamoyl)thiophene-2-sulfonimidamide